ClC1=C2C=CNC2=C(C(=N1)Cl)C(=O)O 4,6-dichloro-5-azaindole-7-formic acid